C(C)(C)(C)C=1C(=CC(=C(C(=O)[O-])C1)F)O 5-(tert-Butyl)-2-fluoro-4-hydroxybenzoate